C(C1=CC=CC=C1)C1N(CCCCC1)C1=NC(=CC(=C1)N1C[C@H](O[C@@H](C1)C)C)OCC1=CC=C(C=C1)OC (2R,6R)-4-(2-(2-benzylazepan-1-yl)-6-((4-methoxybenzyl)oxy)pyridin-4-yl)-2,6-dimethylmorpholine